Phenyl-(pyrrolidine-1-yl)methanone C1(=CC=CC=C1)C(=O)N1CCCC1